FC1(CCN(CCC1)C=1N=NC(=C(C1C(=O)NC=1C=C(C=CC1)[S@](=O)(C)=NC([C@@H](C)NC(OC(C)(C)C)=O)=O)C)C(F)(F)F)F tert-butyl ((R)-1-(((R)-(3-(3-(4,4-difluoroazepan-1-yl)-5-methyl-6-(trifluoromethyl)pyridazine-4-carboxamido)phenyl)(methyl)(oxo)-λ6-sulfaneylidene)amino)-1-oxopropan-2-yl)carbamate